C(=O)(O)CCC(=O)OC=1C2=CC=CC=C2C=C2C=CC=CC12 9-(2-carboxyethyl)carbonyloxyanthracene